N1(C2C(CC1)CCC2)C2=NC(=CC=C2C(=O)NS(=O)(=O)C2=NC(=CC=C2)N)C=2C=NC(=CC2)OC(C)C 2-(3,3a,4,5,6,6a-Hexahydro-2H-cyclopenta[b]pyrrol-1-yl)-N-[(6-amino-2-pyridyl)sulfonyl]-6-(6-isopropoxy-3-pyridyl)pyridin-3-carboxamid